1-[6-(5-Ethyl-4-methyl-1H-imidazol-2-yl)pyridin-2-yl]-1,4-diazepane C(C)C1=C(N=C(N1)C1=CC=CC(=N1)N1CCNCCC1)C